2-Methyl-5-((1-methylazetidin-2-yl)methoxy)-N-(1-(7-(2-(piperidin-1-yl)pyrimidin-5-yl)quinolin-5-yl)cyclopropyl)benzamide CC1=C(C(=O)NC2(CC2)C2=C3C=CC=NC3=CC(=C2)C=2C=NC(=NC2)N2CCCCC2)C=C(C=C1)OCC1N(CC1)C